NC1=NC(N=C(N1)N(C)C)C 2-amino-3,6-dihydro-4-dimethylamino-6-methyl-1,3,5-triazine